(S)-2-amino-7-hydroxyheptanoic acid N[C@H](C(=O)O)CCCCCO